3-bromo-2-(bromomethyl)-N-(tert-butyl)benzenesulfonamide BrC=1C(=C(C=CC1)S(=O)(=O)NC(C)(C)C)CBr